1,4-di-p-toluenesulfonyl-1H-pyrazole CC1=CC=C(C=C1)S(=O)(=O)N1N=CC(=C1)S(=O)(=O)C1=CC=C(C)C=C1